3-(3-fluorophenyl)prop-2-en-1-one FC=1C=C(C=CC1)C=CC=O